BrC=1C=C2N(CCNC2=O)C1 7-bromo-3,4-dihydropyrrolo[1,2-a]pyrazin-1(2H)-one